NC1=C(SC=2N=C(N=CC21)C)C(=O)NC2CC=1C=CC(=NC1CC2)N2CC(C(C2)NCC)C(F)F 5-amino-N-{2-[3-(difluoromethyl)-4-(ethylamino)pyrrolidin-1-yl]-5,6,7,8-tetrahydroquinolin-6-yl}-2-methylthieno[2,3-d]pyrimidine-6-carboxamide